3,3'-((oxybis(ethane-2,1-diyl))bis(oxy))dipropanenitrile O(CCOCCC#N)CCOCCC#N